C(CCCCCCCC)C1=C(C=2NC3=CC=CC=C3SC2C=C1)CCCCCCCCC di-nonyl-phenothiazine